tert-butyl-(3S,4S)-4-[[4-[3-(2,6-dioxo-3-piperidyl)-1-methyl-indazol-7-yl]piperazin-1-yl]methyl]-3-methyl-piperidine-1-carboxylate C(C)(C)(C)OC(=O)N1C[C@H]([C@H](CC1)CN1CCN(CC1)C=1C=CC=C2C(=NN(C12)C)C1C(NC(CC1)=O)=O)C